7-(4-hydroxy-3-methoxyphenyl)-1,6-heptadiene OC1=C(C=C(C=C1)C=CCCCC=C)OC